(S)-tert-butyl 4-amino-5-((2-chloro-4-nitrophenyl)amino)-5-oxopentanoate N[C@@H](CCC(=O)OC(C)(C)C)C(=O)NC1=C(C=C(C=C1)[N+](=O)[O-])Cl